5-iodo-2-(trifluoromethyl)pyridine IC=1C=CC(=NC1)C(F)(F)F